The molecule is a C81 alpha-mycolate having a C55 meromycolic chain with two cis cyclopropyl functions and a saturated C26 alpha-branch. It is produced by Mycobacterium tuberculosis H37Ra. It has a role as a bacterial metabolite. It is an an alpha-mycolate and a hydroxy fatty acid anion. It is a conjugate base of a (2R)-2-[(1R)-1-hydroxy-20-{2-[10-(2-nonadecylcyclopropyl)decyl]cyclopropyl}icosyl]hexacosanoic acid. CCCCCCCCCCCCCCCCCCCCCCCC[C@H]([C@@H](CCCCCCCCCCCCCCCCCCCC1CC1CCCCCCCCCCC2CC2CCCCCCCCCCCCCCCCCCC)O)C(=O)[O-]